C(=O)(O)[C@H](CC(=O)C1=CC2=C(S1)C=C(C(=C2Cl)OCCCOC2=CC1=C(SC(=C1)C(C[C@@H](C(=O)O)C)=O)C=C2OC)OC)C (S)-4-(5-(3-((2-((S)-3-carboxybutanoyl)-4-chloro-6-methoxybenzo[b]thiophen-5-yl)oxy)propoxy)-6-methoxybenzo[b]thiophen-2-yl)-2-methyl-4-oxobutanoic acid